2-amino-4-(trifluoromethyl)benzene-1-carbonitrile NC1=C(C=CC(=C1)C(F)(F)F)C#N